(S)-N-(2-(2-(1-(azetidin-3-ylmethyl)piperidin-4-yl)-2-fluoroethyl)-6-morpholino-1-oxoisoindolin-5-yl)pyrazolo[1,5-a]pyrimidine-3-carboxamide N1CC(C1)CN1CCC(CC1)[C@@H](CN1C(C2=CC(=C(C=C2C1)NC(=O)C=1C=NN2C1N=CC=C2)N2CCOCC2)=O)F